COC(=O)C12CC(C1)(C2)/C=N/[S@](=O)C(C)(C)C.NC2=C(C=CC=C2)SC2=C(C=CC(=N2)SC2=C(N)C=CC=C2)[N+](=O)[O-] 2-((6-[(2-Aminophenyl)sulfanyl]-5-nitro-2-pyridinyl)sulfanyl)aniline methyl-(R,E)-3-(((tert-butylsulfinyl)imino)methyl)bicyclo[1.1.1]pentane-1-carboxylate